7-(4-hydroxyphenyl)naphthalen-2-ol OC1=CC=C(C=C1)C1=CC=C2C=CC(=CC2=C1)O